NC=1C=CC(=C(C1)C1=C(C2=C(N=C(N=C2)NC)N(C1=O)C)C)Cl 6-(5-amino-2-chlorophenyl)-5,8-dimethyl-2-(methylamino)pyrido[2,3-d]pyrimidin-7(8H)-one